BrC1=CC(=C(C=C1)Cl)\C=C(\C)/[N+](=O)[O-] (Z)-4-bromo-1-chloro-2-(2-nitroprop-1-en-1-yl)benzene